[1-(2,6-Dioxopiperidin-3-yl)-3-methyl-2-oxo-1,3-benzodiazol-5-yl]piperazine-1-carboxylic acid tert-butyl ester C(C)(C)(C)OC(=O)N1C(CNCC1)C1=CC2=C(N(C(N2C)=O)C2C(NC(CC2)=O)=O)C=C1